C(#N)[C@H]1N(CC(C1)(F)F)C(=O)[C@@H]1C[C@H](C(N1)=O)CC(=O)O 2-((3S,5S)-5-((S)-2-cyano-4,4-difluoropyrrolidine-1-carbonyl)-2-oxopyrrolidin-3-yl)acetic acid